tert-butyl 1-{[(Z)-(1-{2-[(tert-butoxycarbonyl)amino]-1,3-thiazol-4-yl}-2-oxo-2-{[(4S)-3-oxo-1,2-oxazolidin-4-yl]amino}ethylidene)amino]oxy}cyclopropane-1-carboxylate C(C)(C)(C)OC(=O)NC=1SC=C(N1)/C(/C(N[C@@H]1C(NOC1)=O)=O)=N/OC1(CC1)C(=O)OC(C)(C)C